COCCOC=1C2=C(N=C(N1)NC1=CC=C(C=C1)CN1CCN(CC1)C)NC=C2C2=CC=C1C(=N2)CN(S1(=O)=O)C 5-(4-(2-methoxyethoxy)-2-((4-((4-methylpiperazin-1-yl)methyl)phenyl)amino)-7H-pyrrolo[2,3-d]pyrimidin-5-yl)-2-methyl-2,3-dihydroisothiazolo[4,5-b]pyridine 1,1-dioxide